COC1=CC=C(CN2C(=NC3=NC=C(C=C32)C=3C2=C(C(N(C3)C)=O)NC=C2)C)C=C1 4-(1-(4-methoxybenzyl)-2-methyl-1H-imidazo[4,5-b]pyridin-6-yl)-6-methyl-1H-pyrrolo[2,3-c]pyridin-7(6H)-one